OCC1CCC(CC1)NC=1C2=C(N=C(N1)NC=1C(=NN(C1)C)OC)NC=C2C=O (4-(((1s,4s)-4-(hydroxymethyl)cyclohexyl)amino)-2-((3-methoxy-1-methyl-1H-pyrazol-4-yl)amino)-7H-pyrrolo[2,3-d]pyrimidin-5-yl)methanone